FC=1C=C(C=CC1F)C1(C(N(C1)CC)C)C(=O)OCC ethyl 3-(3,4-difluorophenyl)-1-ethyl-2-methylazetidine-3-carboxylate